ClC1=C(C=CC(=C1)Cl)C=1CCCC2=C(C1C1=CC=C(C=C1)NC1CN(C1)C(=O)OC(C)(C)C)C=CC(=C2)C(=O)OC Tert-butyl 3-((4-(8-(2,4-dichlorophenyl)-3-(methoxycarbonyl)-6,7-dihydro-5H-benzo[7]annulen-9-yl)phenyl)amino)azetidine-1-carboxylate